3-(3-(4-(aminomethyl)phenyl)-5-(pyridin-4-yl)-3H-imidazo[4,5-b]pyridin-2-yl)pyridin-2-amine NCC1=CC=C(C=C1)N1C(=NC=2C1=NC(=CC2)C2=CC=NC=C2)C=2C(=NC=CC2)N